FC1=C(C=C(OC2=NC(=CC(=C2)C(=O)NC)C2=C(C(=CC=C2)O)F)C=C1)O 2-(4-fluoro-3-hydroxyphenoxy)-6-(2-fluoro-3-hydroxyphenyl)-N-methylpyridine-4-carboxamide